ClC=1C=C(C(=O)N2CC=3C(=NN4C3C(N(C=C4)C(C)C4=CC=C(C=C4)OC(F)F)=O)C[C@H]2C)C=CC1Cl (3R)-2-(3,4-dichlorobenzoyl)-9-(1-(4-(difluoromethoxy)phenyl)ethyl)-3-methyl-1,2,3,4-tetrahydropyrido[4',3':3,4]pyrazolo[1,5-a]pyrazin-10(9H)-one